BrC1=NN(C=C1)C1=CC(=CC=C1)N1CCCC1 3-bromo-1-(3-(pyrrolidin-1-yl)phenyl)-1H-pyrazole